Methyl 4-methyl-9-(((trifluoromethyl)sulfonyl)oxy)-6,7-dihydro-5H-benzo[7]annulene-3-carboxylate CC1=C(C=CC=2C(=CCCCC21)OS(=O)(=O)C(F)(F)F)C(=O)OC